2-(3,5-dimethyl-1H-pyrazol-4-yl)acetic acid CC1=NNC(=C1CC(=O)O)C